bis(butenyl)phosphinic acid C(=CCC)P(O)(=O)C=CCC